[2-(diethylamino)ethyl](diethylmethylsilyl)amine C(C)N(CCN[Si](C)(CC)CC)CC